ClC=1N=C(C2=C(N1)C=C(S2)C2=CC=C(C=C2)C(F)(F)F)N 2-chloro-6-[4-(trifluoromethyl)phenyl]thieno[3,2-d]pyrimidin-4-amine